(S)-N-[(3-[3-fluoro-4-(1,4-thiazepan-4-yl)phenyl]-2-oxo-oxazolidin-5-yl)methyl]furan-2-carboxamide FC=1C=C(C=CC1N1CCSCCC1)N1C(O[C@H](C1)CNC(=O)C=1OC=CC1)=O